ClC1=CC(=C(C#N)C=C1)C1=CC(NC=C1OC)=O 4-chloro-2-(5-methoxy-2-oxo-1,2-dihydropyridin-4-yl)benzonitrile